cis-tert-butyl-3-amino-2-methyl-pyrrolidine-1-carboxylate C(C)(C)(C)OC(=O)N1[C@H]([C@H](CC1)N)C